5-Cyano-N-ethyl-N-(2,2,2-trifluoro-1-(2-methoxyphenyl)ethyl)pyridine-3-sulfonamide C(#N)C=1C=C(C=NC1)S(=O)(=O)N(C(C(F)(F)F)C1=C(C=CC=C1)OC)CC